O=C1CC2(C1)CN(C2)C2=NC=C(C=N2)COC2=CC=C(C=C2)C(C)(C)C2=CC=C(OC1CC(C1)N)C=C2 (1s,3s)-3-(4-(2-(4-((2-(2-oxo-6-azaspiro[3.3]heptane-6-yl)pyrimidin-5-yl)methyl-Oxy)phenyl)propan-2-yl)phenoxy)cyclobutylamine